FC=1C=CC(=C(C1)[C@@H]1N(CCC1)C1=NC=2N(C=C1)N=CC2C(=O)NCC(C)(C)O)OC (R)-5-(2-(5-fluoro-2-methoxyphenyl)pyrrolidin-1-yl)-N-(2-hydroxy-2-methylpropyl)pyrazolo[1,5-a]pyrimidine-3-carboxamide